(R)-3-amino-1-(2-((6-amino-9H-purin-9-yl)methyl)-3-((dimethylamino)methyl)-4-fluorophenyl)-N-((1S,2R)-2-phenylcyclopropyl)pyrrolidine-3-carboxamide N[C@]1(CN(CC1)C1=C(C(=C(C=C1)F)CN(C)C)CN1C2=NC=NC(=C2N=C1)N)C(=O)N[C@@H]1[C@H](C1)C1=CC=CC=C1